C(C1=CC=CC=C1)OCCN1C[C@](CC1)(C)OC(=O)N1CCN(CC1)C1=NC=2N(C=C1)N=CC2C=2C(=NC=CC2)OC2CC2 [(3R)-1-(2-benzyloxyethyl)-3-methyl-pyrrolidin-3-yl]-4-[3-[2-(cyclopropoxy)-3-pyridyl]pyrazolo[1,5-a]pyrimidin-5-yl]piperazine-1-carboxylate